tert-butyl 3-(2-(2,6-dioxopiperidin-3-yl)-3-oxoisoindolin-5-yl)acrylate O=C1NC(CCC1N1CC2=CC=C(C=C2C1=O)C=CC(=O)OC(C)(C)C)=O